2,4,6-Trichloropyrimidineid Cl[C-]1NC(=CC(=N1)Cl)Cl